FC=1C=C2C=C(C=NC2=CC1)NC1CCN(CC1)C(=O)OC(C)(C)C tert-butyl 4-((6-fluoroquinolin-3-yl)amino)piperidine-1-carboxylate